2,5-bis[(4-amino-3-methoxyphenyl)methylidene]cyclopentan-1-one NC1=C(C=C(C=C1)C=C1C(C(CC1)=CC1=CC(=C(C=C1)N)OC)=O)OC